(2R)-3-hydroxy-2-({2-methyl-5-[(2-methyl-1,3-thiazol-5-yl)methoxy]-1-benzothiophen-3-yl}formamido)propanamide OC[C@H](C(=O)N)NC(=O)C1=C(SC2=C1C=C(C=C2)OCC2=CN=C(S2)C)C